(S)-1-cyano-N-(6-(pyridin-4-yl)pyrimidin-4-yl)pyrrolidine-3-carboxamide C(#N)N1C[C@H](CC1)C(=O)NC1=NC=NC(=C1)C1=CC=NC=C1